C(#N)C1=CC=C(C=C1)C1=NN(C=C1CNC(=O)[C@H]1N(C[C@@H](C1)O)C([C@H](C(C)(C)C)N1N=NC(=C1)C1CC1)=O)C (2S,4R)-N-[[3-(4-cyanophenyl)-1-methyl-pyrazol-4-yl]methyl]-1-[(2S)-2-(4-cyclopropyltriazol-1-yl)-3,3-dimethyl-butanoyl]-4-hydroxy-pyrrolidine-2-carboxamide